racemic-cis-1-benzyl-3-hydroxy-4-methylpiperidine-4-carbonitrile C(C1=CC=CC=C1)N1C[C@H]([C@](CC1)(C#N)C)O |r|